C1(CCCCC1)[C@@H](C(=O)NC=1C=C2CC(CC2=CC1)(C(NC)=O)N1C(N[C@@H](C1)C(C)C)=O)NC(OC(C)(C)C)=O tert-butyl ((1S)-1-cyclohexyl-2-((2-((R)-4-isopropyl-2-oxoimidazolidin-1-yl)-2-(methylcarbamoyl)-2,3-dihydro-1H-inden-5-yl)amino)-2-oxoethyl)carbamate